5-bromo-3-chloro-2-hydroxy-N-[2-hydroxy(1,1,2,2-2H4)ethyl]benzamide BrC=1C=C(C(=C(C(=O)NC(C([2H])([2H])O)([2H])[2H])C1)O)Cl